ClC1=CC2=C(N(C(NC2=O)=O)C=2C(=NC=CC2C)C(C)C)N=C1C1=C(C(=CC=C1)C)F 6-Chloro-7-(2-fluoro-3-methylphenyl)-1-(2-isopropyl-4-methylpyridin-3-yl)pyrido[2,3-d]pyrimidine-2,4(1H,3H)-dione